methyl (1-(2,2-difluoroethyl)-1H-pyrazolo[3,4-b]pyridin-6-yl)acetate FC(CN1N=CC=2C1=NC(=CC2)CC(=O)OC)F